8-ethynyl-3-(methoxymethoxy)naphthalen-1-yl acetate C(C)(=O)OC1=CC(=CC2=CC=CC(=C12)C#C)OCOC